N-(4-(4-amino-7-cyano-1-methyl-3-(4-((6-methylpyridin-2-yl)oxy)phenyl)-1H-pyrrolo[3,2-c]pyridin-2-yl)-3-fluorophenyl)acrylamide NC1=NC=C(C2=C1C(=C(N2C)C2=C(C=C(C=C2)NC(C=C)=O)F)C2=CC=C(C=C2)OC2=NC(=CC=C2)C)C#N